[Cu].[Al].[Sn] tin-aluminum-copper